tert-butyl 6-[(4-bromo-2-oxo-1-pyridyl)methyl]-2-azaspiro[3.3]heptane-2-carboxylate BrC1=CC(N(C=C1)CC1CC2(CN(C2)C(=O)OC(C)(C)C)C1)=O